C1(CC1)N1C(C1C1CC1)C(=O)[O-] 1,3-dicyclopropylaziridine-2-carboxylate